FC1(CC(C1)C=1C(=CC=2N(N1)C(=CN2)C2=CN=CC(=N2)N[C@H]2CN(C[C@@H]2F)C(=O)OC(C)(C)C)OC)F tert-butyl (3S,4S)-3-[[6-[6-(3,3-difluorocyclobutyl)-7-methoxy-imidazo[1,2-b]pyridazin-3-yl]pyrazin-2-yl]amino]-4-fluoro-pyrrolidine-1-carboxylate